CN1S(C2=C(C1)C=CC=C2)(=O)=O N-methyl-benzisothiazolinone-1-oxide